BrC=1C=CC2=C(CC(CC=3N2C(=NN3)[C@@H]3CC[C@H](CC3)C(F)(F)F)N)C1 8-Bromo-1-[trans-4-(trifluoromethyl)cyclohexyl]-5,6-dihydro-4H-[1,2,4]triazolo[4,3-a][1]benzazepin-5-amin